COC(CN1N=C2C(N(C(N(C2)C2CCN(CC2)C2=C(C=CC=C2C)F)=O)CC2=C(C=CC=C2)C(F)(F)F)=C1)=O [6-[1-(2-fluoro-6-methyl-phenyl)-piperidin-4-yl]-5-oxo-4-(2-trifluoromethyl-benzyl)-4,5,6,7-tetrahydro-pyrazolo[4,3-d]pyrimidin-2-yl]-acetic acid methyl ester